dimethoxysilyl-ethylenediamine CO[SiH](OC)NCCN